ClC1=C(C(=O)Cl)C(=CC(=C1)N1CCC(CC1)N1CCOCC1)Cl 2,6-dichloro-4-(4-morpholinylpiperidin-1-yl)benzoyl chloride